(R)-3-(2-Methylpyrrolidin-1-yl)-1-(4-phenyl-3,4-dihydroquinoxalin-1(2H)-yl)propan-1-one C[C@H]1N(CCC1)CCC(=O)N1CCN(C2=CC=CC=C12)C1=CC=CC=C1